1-(9-((2R,4S,5R)-5-((bis(4-methoxyphenyl)(phenyl)methoxy)methyl)-4-hydroxytetrahydrofuran-2-yl)-8-oxo-8,9-dihydro-7H-purin-6-yl)-3-(naphthalen-2-yl)urea COC1=CC=C(C=C1)C(OC[C@@H]1[C@H](C[C@@H](O1)N1C2=NC=NC(=C2NC1=O)NC(=O)NC1=CC2=CC=CC=C2C=C1)O)(C1=CC=CC=C1)C1=CC=C(C=C1)OC